4-((1-(1-((4-cyanonaphthalene-1-yl)amino)-2-methyl-1-oxopropan-2-yl)-1H-pyrazole-4-yl)methyl)piperazine-1-carboxylic acid tert-butyl ester C(C)(C)(C)OC(=O)N1CCN(CC1)CC=1C=NN(C1)C(C(=O)NC1=CC=C(C2=CC=CC=C12)C#N)(C)C